3-(3,5-difluoro-3'-(methoxy-d3)-[1,1'-biphenyl]-4-yl)-N4-methoxy-2,5-dihydrothiophene-3,4-dicarboxamide FC=1C=C(C=C(C1C1(CSCC1C(=O)NOC)C(=O)N)F)C1=CC(=CC=C1)OC([2H])([2H])[2H]